CNC1=C2C(=NN1)CSC2 N-methyl-4,6-dihydro-2H-thieno[3,4-c]pyrazol-3-amine